OC(C(=O)O)C=1N=NNN1 α-hydroxy-2H-tetrazole-5-acetic acid